OC(COC1=CC=C(C(=O)O)C=C1)CN1N=NN=C1 4-(2-hydroxy-3-(1H-tetrazol-1-yl)propoxy)benzoic acid